4-{4-[1-(4-hydroxybutyl)-3-methyl-1H-pyrazol-5-yl]-1-methyl-1H-imidazol-2-yl}-1-methyl-1H-pyrazolo[4,3-c]pyridine-6-carboxamide OCCCCN1N=C(C=C1C=1N=C(N(C1)C)C1=NC(=CC2=C1C=NN2C)C(=O)N)C